4-(3-(pyrazin-2-yl)pyrazolo[1,5-a]pyrimidin-5-yl)piperazine-1-carboxylic acid isopropyl ester C(C)(C)OC(=O)N1CCN(CC1)C1=NC=2N(C=C1)N=CC2C2=NC=CN=C2